C(CCC)NC1=CC(C(=O)O)=CC(C1OC1=CC=CC=C1)=S(=O)=O 3-butylamino-4-phenoxy-5-sulfonylbenzoic acid